NC[C@@H]1OC(N2[C@H]1COC1=C2C=CC(=C1)S(=O)(=O)N1CCN(CC1)C1=NC(=CC(=C1)C(F)(F)F)Cl)=O cis-3-(aminomethyl)-7-[4-[6-chloro-4-(trifluoromethyl)-2-pyridyl]piperazin-1-yl]sulfonyl-3a,4-dihydro-3H-oxazolo[4,3-c][1,4]benzoxazin-1-one